O=C1NC(CCC1N1C(N2CCCC3=C(C=CC1=C23)C#CCCNC(OC(C)(C)C)=O)=O)=O tert-butyl (4-(1-(2,6-dioxopiperidin-3-yl)-2-oxo-1,2,5,6-tetrahydro-4H-imidazo[4,5,1-ij]quinolin-7-yl)but-3-yn-1-yl)carbamate